C(C)(C)(C)OC(=O)N1CCN(CC1)C1=C2C=NN(C2=C(C(=C1)F)C(=O)O)C1OCCCC1 4-(4-tert-butoxycarbonylpiperazin-1-yl)-6-fluoro-1-tetrahydropyran-2-yl-indazole-7-carboxylic acid